CN(C)C=NC1SSC(N1)=S [3-{(N,N-dimethylaminomethylene)amino}]-3H-1,2,4-dithiazole-5-thione